CCCCCCCCC(CCCCCCCC)OC(CCCCCCCC(CCCCCCCC(=O)OC(C)CCCCCCCC)NCC1CCOCC1)=O 9-(((tetrahydro-2H-pyran-4-yl)methyl)amino)heptadecanedioic acid 1-(dec-2-yl) 17-(heptadecane-9-yl) ester